FC=1C=C(C=C(C1C(C)C)F)[C@@](C=1C=C(C=NC1)C1=NOC(=N1)C1CCN(CC1)C(C)=O)(O)C1(CN(C1)C)C 1-[4-(3-{5-[(R)-(3,5-difluoro-4-isopropyl-phenyl)-(1,3-dimethyl-azetidin-3-yl)-hydroxy-methyl]-pyridin-3-yl}-[1,2,4]Oxadiazol-5-yl)-piperidin-1-yl]-ethanone